3-tert-Butyl-[1,2,4]oxadiazole-5-carboxylic acid {2-[2-(1-isopropyl-3-methyl-1H-pyrazol-4-yl)-3H-imidazo[4,5-b]pyridin-7-yl]-6,7,8,9-tetrahydro-5H-benzocyclohepten-5-yl}-amide C(C)(C)N1N=C(C(=C1)C1=NC=2C(=NC=CC2C=2C=CC3=C(CCCCC3NC(=O)C3=NC(=NO3)C(C)(C)C)C2)N1)C